(R)-3-((S)-1-(tert-butoxy)-3-(3-hydroxyphenyl)-1-oxopropan-2-yl)pyrrolidine-1-carboxylic acid tert-butyl ester C(C)(C)(C)OC(=O)N1C[C@H](CC1)[C@@H](C(=O)OC(C)(C)C)CC1=CC(=CC=C1)O